CO[C@@H]1CN(CC[C@H]1C=1SC2=C(N1)C=C(C=C2)[C@@H]2NC[C@H](CC2)C)C |&1:2,7| 2-(rac-(3S,4R)-3-methoxy-1-methylpiperidin-4-yl)-5-((2R,5S)-5-methylpiperidin-2-yl)benzo[d]thiazole